methyl 2-((4-(2-hydroxythiazol-4-yl)cyclohex-3-en-1-yl)methyl)-1-(((S)-oxetan-2-yl)methyl)-1H-benzo[d]imidazole-6-carboxylate OC=1SC=C(N1)C1=CCC(CC1)CC1=NC2=C(N1C[C@H]1OCC1)C=C(C=C2)C(=O)OC